5-{(6R,7S)-1-fluoro-3,6-dihydroxy-7-[(3-methylbutyl)amino]-5,6,7,8-tetrahydronaphthalen-2-yl}-1λ6,2,5-thiadiazolidine-1,1,3-trione FC1=C(C(=CC=2C[C@H]([C@H](CC12)NCCC(C)C)O)O)N1CC(NS1(=O)=O)=O